C(C)OC1=C(C=C(C=C1)C1NC=2C=CC3=C(C2C=2CC(CC(C12)=O)(C)C)C=CC=C3)OC 5-(4-ethoxy-3-methoxyphenyl)-2,2-dimethyl-2,3,5,6-tetrahydrobenzo[a]phenanthridin-4(1H)-one